1-(4-((4-((5-(furan-2-yl)-2-methoxyphenyl)amino)-7-methoxyquinazolin-6-yl)oxy)-2-methylpiperidine-1-yl)prop-2-en-1-one O1C(=CC=C1)C=1C=CC(=C(C1)NC1=NC=NC2=CC(=C(C=C12)OC1CC(N(CC1)C(C=C)=O)C)OC)OC